C(C)(C)(C)OC(=O)N[C@H]([C@H](CCl)O)CC1=CC=CC=C1 (2R,3S)-N-tert-butyloxycarbonyl-3-amino-1-chloro-2-hydroxy-4-phenylbutane